ethyl 4-((1-methylpyrrolidin-3-yl) amino)-3-nitrobenzoate CN1CC(CC1)NC1=C(C=C(C(=O)OCC)C=C1)[N+](=O)[O-]